4-((1R,5S)-3,8-diazabicyclo[3.2.1]octan-3-yl)-8-fluoro-2-(2-(1-methyl-1H-imidazol-2-yl)ethoxy)-7-(8-methylnaphthalen-1-yl)pyrido[4,3-d]pyrimidine [C@H]12CN(C[C@H](CC1)N2)C=2C1=C(N=C(N2)OCCC=2N(C=CN2)C)C(=C(N=C1)C1=CC=CC2=CC=CC(=C12)C)F